NC1=C(C=CC=C1)C1=C(C=CC=C1)[Pd]OS(=O)(=O)O [2-(2-aminophenyl)phenyl]-sulfooxy-palladium